8-amino-4,4-dimethyl-N-(4-{[4-(piperidin-1-ylmethyl)phenyl]carbamoyl}phenyl)-4,5-dihydro-1H-pyrazolo[4,3-H]quinazoline-3-carboxamide NC1=NC=2C3=C(C(CC2C=N1)(C)C)C(=NN3)C(=O)NC3=CC=C(C=C3)C(NC3=CC=C(C=C3)CN3CCCCC3)=O